2-(isopropylthio)-6-methyl-N-(3-phenylpropyl)thieno[2,3-d]pyrimidin-4-amine C(C)(C)SC=1N=C(C2=C(N1)SC(=C2)C)NCCCC2=CC=CC=C2